[I-].C(C)(C)(C)[NH3+] tertiary butyl-ammonium iodide